6-(4-(4-fluorophenyl)-5-hydroxy-1H-pyrazol-1-yl)nicotinic acid tert-butyl ester C(C)(C)(C)OC(C1=CN=C(C=C1)N1N=CC(=C1O)C1=CC=C(C=C1)F)=O